[Al].[Cu].NC(COCC1CC1)C1=NC=CC(=C1)NC(=O)[C@@H]1O[C@]([C@H]([C@H]1C1=C(C(=C(C=C1)F)F)OC)C)(C(F)(F)F)C (2R,3S,4S,5R)-N-(2-(1-amino-2-(cyclopropylmethoxy)ethyl)pyridin-4-yl)-3-(3,4-difluoro-2-methoxyphenyl)-4,5-dimethyl-5-(trifluoromethyl)tetrahydrofuran-2-carboxamide COPPER-ALUMINUM